CNC1=CC=C(C=C1)N=NC1=CC=CC=C1 4-(methylamino)azobenzene